FC=1C=C(C=CC1[N+](=O)[O-])S(=O)(=O)N1CCN(CC1)C 1-((3-Fluoro-4-nitrophenyl)sulfonyl)-4-methylpiperazine